BrC1=C(C(=C(C(=C1F)F)F)Br)C(F)(F)F 1,3-dibromo-4,5,6-trifluoro-2-trifluoromethylbenzene